2-(2-fluoro-4-(2-((6-methoxy-1-(2-methoxyethyl)-1H-benzo[d]-imidazol-2-yl)amino)-2-oxoethyl)phenoxy)pyridine-3-carboxamide FC1=C(OC2=NC=CC=C2C(=O)N)C=CC(=C1)CC(=O)NC1=NC2=C(N1CCOC)C=C(C=C2)OC